C1(CCC(N1C(C(=O)O)CSSCC(C(=O)O)N1C(CCC1=O)=O)=O)=O 3,3'-dithiobis(succinimidyl-propionic acid)